ClC1=CC=C(C\C=C\2/CN(C\C(\C2=O)=C/CC2=CC=C(C=C2)Cl)C(CCCC(=O)NC2=CCC(C=C2)=S(=O)=O)=O)C=C1 5-(3,5-Bis((E)-4-chlorobenzyl-methylene)-4-oxopiperidin-1-yl)-5-oxo-N-(4-sulfonylphenyl)pentanamide